5-hydroxytryptophane (Z)-methyl-8-(2-(dimethylamino)-3-(octadec-9-en-1-yloxy)propoxy)octanoate CC(C(=O)O)CCCCCCOCC(COCCCCCCCC\C=C/CCCCCCCC)N(C)C.OC1=CC=C2NC=C(C[C@H](N)C(=O)O)C2=C1